methyl 4-((methoxy carbonyl)(methyl)amino)3-methylbutanoate COC(=O)N(CC(CC(=O)OC)C)C